1-(3-(4-amino-5-(4-(cyclopentyloxy)phenyl)-7-methyl-7H-pyrrolo[2,3-d]pyrimidin-6-yl)pyrrolidin-1-yl)prop-2-en-1-one NC=1C2=C(N=CN1)N(C(=C2C2=CC=C(C=C2)OC2CCCC2)C2CN(CC2)C(C=C)=O)C